FC([C@@H]1CC[C@H](CC1)OC1=C2C=C(C=NC2=CC=N1)NC(C=C)=O)(F)F N-(5-((trans-4-(trifluoro-methyl)cyclohexyl)oxy)-1,6-naphthyridin-3-yl)-acrylamide